dimethyl-2,4,6-triethylbenzene CC=1C(=C(C(=CC1CC)CC)C)CC